C(CCCCCCCCC)NCCCCCCCCCC Din-Decylamin